(R)-2-bromo-1-(3-(trifluoromethyl)pyridin-2-yl)ethan-1-ol BrC[C@H](O)C1=NC=CC=C1C(F)(F)F